1,5-dichlorobenzene ClC1=CC=CC(=C1)Cl